C(\C=C(/C)\CCC[C@H](C)CCC[C@H](C)CCCC(C)C)OP(=O)([O-])[O-] Phytyl-phosphate